(2-(naphthalen-1-yl)phenyl)borinic acid C1(=CC=CC2=CC=CC=C12)C1=C(C=CC=C1)BO